F[C@]1(N(CCC1)C(CN1N=C(C2=CC(=CC=C12)C1=CN=NC=C1)C(=O)N)=O)C(NC1=C(C=CC=C1)C1=NN=CN1C)=O 1-(2-((2S,4R)-2-fluoro-2-(2-(4-methyl-4H-1,2,4-triazol-3-yl)phenylcarbamoyl)pyrrolidin-1-yl)-2-oxoethyl)-5-(pyridazin-4-yl)-1H-indazole-3-carboxamide